FC=1C=C(C=CC1C)[C@@]12CN(C[C@H]2C1)C (1R,5S)-1-(3-fluoro-4-methylphenyl)-3-methyl-3-aza-bicyclo[3.1.0]hexane